FC1=C2C=NN(C2=CC=C1N1C(N(C=C1)C=1N(N=C2C1[C@@H](NCC2)C)C2=CC(=C(C(=C2)C)F)C)=O)C (S)-1-(4-Fluoro-1-methyl-1H-indazol-5-yl)-3-(2-(4-fluoro-3,5-dimethylphenyl)-4-methyl-4,5,6,7-tetrahydro-2H-pyrazolo[4,3-c]pyridin-3-yl)-1,3-dihydro-2H-imidazol-2-one